CC1=C(C=CC=2N=C(SC21)N)B2OC(C(O2)(C)C)(C)C 7-methyl-6-(4,4,5,5-tetramethyl-1,3,2-dioxaborolan-2-yl)benzo[d]thiazol-2-amine